CN(C)[Hf](C1C=CC=C1)(N(C)C)N(C)C tris(dimethylamino)cyclopentadienyl-hafnium(IV)